(4-(2-((4-chloro-3-(trifluoromethyl)phenyl)amino)-2-oxoacetyl)-3-fluorophenyl)-N-methylpyridinamide ClC1=C(C=C(C=C1)NC(C(=O)C1=C(C=C(C=C1)C=1C(=NC=CC1)C(=O)NC)F)=O)C(F)(F)F